3-[(3-bromo-2-fluoro-phenyl)methyl]-4-methyl-7-pyrimidin-2-yloxy-chromen-2-one BrC=1C(=C(C=CC1)CC=1C(OC2=CC(=CC=C2C1C)OC1=NC=CC=N1)=O)F